benzyl 2-(cyanomethyl)-4-(2-(((2S,4R)-4-methoxy-1-methylpyrrolidin-2-yl)methoxy)-7-(naphthalen-1-yl)-5,6,7,8-tetrahydropyrido[3,4-d]pyrimidin-4-yl)piperazine-1-carboxylate C(#N)CC1N(CCN(C1)C=1C2=C(N=C(N1)OC[C@H]1N(C[C@@H](C1)OC)C)CN(CC2)C2=CC=CC1=CC=CC=C21)C(=O)OCC2=CC=CC=C2